N-(6-([1,1'-biphenyl]-3-ylmethyl)-5-(3,3-difluoroazetidine-1-carbonyl)-5-azaspiro[2.4]heptan-7-yl)methanesulfonamide C1(=CC(=CC=C1)CC1N(CC2(CC2)C1NS(=O)(=O)C)C(=O)N1CC(C1)(F)F)C1=CC=CC=C1